3-(4-methoxyphenyl)-3-(4-morpholinylphenyl)-13,13-dimethyl-3H,13H-indeno[2',3':3,4]naphtho[1,2-b]pyran COC1=CC=C(C=C1)C1(C=CC2=C(O1)C=1C=CC=CC1C1=C2C(C2=CC=CC=C21)(C)C)C2=CC=C(C=C2)N2CCOCC2